(3-fluoro-4-((5-phenyl-7H-pyrrolo[2,3-d]pyrimidin-4-yl)oxy)phenyl)-1-(2-fluorophenyl)-2-oxo-1,2,4,5,6,7-hexahydropyrazolo[1,5-a]pyridine-3-carboxamide FC=1C=C(C=CC1OC=1C2=C(N=CN1)NC=C2C2=CC=CC=C2)C2C=1N(CCC2)N(C(C1C(=O)N)=O)C1=C(C=CC=C1)F